tert-butyl(dimethyl){[3-(trimethylstannyl)-3-butenyl]oxy}silane C(C)(C)(C)[Si](OCCC(=C)[Sn](C)(C)C)(C)C